3-glycidoxypropyl-N-(3-glycidoxypropyl)-amino-2-amino-ethyl-amino-propyl-silane C(C1CO1)OCCCCCC[Si](NCCCOCC1CO1)(CCN)N